ethyl (E)-2-(benzylidene amino)-2-ethylhexanoate C(/C1=CC=CC=C1)=N\C(C(=O)OCC)(CCCC)CC